4-Chloro-1-[4-(1,1-difluoroethyl)phenyl]sulfonyl-3-[(2R)-4,4-difluoro-2-methyl-pyrrolidin-1-yl]indazole ClC1=C2C(=NN(C2=CC=C1)S(=O)(=O)C1=CC=C(C=C1)C(C)(F)F)N1[C@@H](CC(C1)(F)F)C